3-((2r,4s)-2-methylpiperidin-4-yl)quinazolin-4(3H)-one C[C@H]1NCC[C@@H](C1)N1C=NC2=CC=CC=C2C1=O